ClCC1=NC2=C(N1CC1(CC1)CF)C=C(C=C2F)C(=O)OC Methyl 2-(chloromethyl)-4-fluoro-1-((1-(fluoromethyl)cyclopropyl)methyl)-1H-benzo[d]imidazole-6-carboxylate